NC1=NC=CC=C1C1=NC=2C(=NC(=CC2)N2CCOCC2)N1C1=CC=C(C(=O)OC)C=C1 methyl 4-(2-(2-aminopyridin-3-yl)-5-morpholino-3H-imidazo[4,5-b]pyridin-3-yl)benzoate